1-[4-(2,3-dihydro-1,4-benzodioxin-2-yl)benzyl]-4-methyl-1,4-diazepane O1C(COC2=C1C=CC=C2)C2=CC=C(CN1CCN(CCC1)C)C=C2